T-butyl ((1-methyl-1H-pyrazolo[4,3-b]pyridin-6-yl)methyl)carbamate CN1N=CC2=NC=C(C=C21)CNC(OC(C)(C)C)=O